ethyl 2-[4-[1-[(2,4-dimethoxyphenyl)methylamino]-4-methylphthalazin-6-yl]-2-(4,4,5,5-tetramethyl-1,3,2-dioxaborolan-2-yl)phenyl]acetate COC1=C(C=CC(=C1)OC)CNC1=NN=C(C2=CC(=CC=C12)C1=CC(=C(C=C1)CC(=O)OCC)B1OC(C(O1)(C)C)(C)C)C